CC(C)(C)OC(CCOCCOCCBr)=O 3-({2-[(2-bromoethyl)oxy]ethyl}oxy)propionic acid-2-methylpropan-2-yl ester